1,2-propanediol 1-isocrotonate C(\C=C/C)(=O)OCC(C)O